5'-O-((2-Cyanoethoxy)(5'-O-((2-Cyanoethoxy)(5'-O-(4,4'-Dimethoxytrityl)Thymidine-3'-Yl)Phosphoryl)-N2-Isobutyryldeoxyguanosine-3'-Yl)Phosphoryl)Thymidine C(#N)CCOP(=O)([C@@]1(C[C@@H](O[C@@H]1COP(=O)([C@@]1(C[C@@H](O[C@@H]1COC(C1=CC=C(C=C1)OC)(C1=CC=C(C=C1)OC)C1=CC=CC=C1)N1C(=O)NC(=O)C(C)=C1)O)OCCC#N)N1C=NC=2C(=O)NC(NC(C(C)C)=O)=NC12)O)OC[C@@H]1[C@H](C[C@@H](O1)N1C(=O)NC(=O)C(C)=C1)O